[125I]C1=C(C=CC=C1)O (125I)iodophenol